4-(4-bromo-2-fluoro-phenyl)-4-oxo-butyric acid methyl ester COC(CCC(=O)C1=C(C=C(C=C1)Br)F)=O